[Cl-].C[N+](CCOC(=O)N1N=C(C=C1)\C=C\C=1SC=CC1)(C)C (E)-N,N,N-trimethyl-2-((3-(2-(thiophen-2-yl)vinyl)-1H-pyrazole-1-carbonyl)oxy)ethan-1-aminium chloride